C1(=CC=CC=C1)NC(C1=C(C=CC=C1)C(=O)O)=O N-phenyl-carboxybenzamide